C1OCC12CC(C2)CN2CC1(C2)CN(C1)S(=O)(=O)C=1C(=NC(=NC1)C(C)(F)F)C 2-((2-oxaspiro[3.3]heptan-6-yl)methyl)-6-((2-(1,1-difluoroethyl)-4-methylpyrimidin-5-yl)sulfonyl)-2,6-diazaspiro[3.3]heptane